((5-([1,1'-biphenyl]-4-yl)-1-methyl-1H-1,2,4-triazol-3-yl)methyl)spiro[isochroman-1,4'-piperidine] C1(=CC=C(C=C1)C1=NC(=NN1C)CN1CCC2(CC1)OCCC1=CC=CC=C12)C1=CC=CC=C1